C(C)C=1C=CC(=NC1OC)OC1CCC2(CN(C2)C(=O)C2CC(C2)(C)O)CC1 (7-((5-Ethyl-6-methoxypyridin-2-yl)oxy)-2-azaspiro[3.5]nonan-2-yl)((1s,3s)-3-hydroxy-3-methylcyclobutyl)methanone